ClC=1C=C2C(=NC(=NC2=C(C1C=1C(=CC=C2C=NN(C12)C)C)F)N1CC(C1)N(C)C)N1C[C@H](N(CC1)C(C=C)=O)C 1-((R)-4-((R)-6-chloro-7-(1,6-dimethyl-1H-indazol-7-yl)-2-(3-(dimethylamino)azetidin-1-yl)-8-fluoroquinazolin-4-yl)-2-methylpiperazin-1-yl)prop-2-en-1-one